2-cyano-3-(2-(4-(bis(pyridin-3-yl)amino)phenyl)-benzofuran-6-yl)acrylic acid C(#N)C(C(=O)O)=CC1=CC2=C(C=C(O2)C2=CC=C(C=C2)N(C=2C=NC=CC2)C=2C=NC=CC2)C=C1